4-(5-methylpyridin-3-yl)-2-(morpholin-4-yl)-8-(1H-pyrazol-5-yl)-1,7-naphthyridine CC=1C=C(C=NC1)C1=CC(=NC2=C(N=CC=C12)C1=CC=NN1)N1CCOCC1